COC(=O)C=1C(N(C2=CC(=CC=C2C1Cl)Cl)C1=CC=CC=C1)=O 7-chloro-4-chloro-2-oxo-1-phenyl-1,2-dihydroquinoline-3-carboxylic acid methyl ester